NC[C@H]1N(CCC1)C1=C(C=CC=2N(C(=NC21)C)C)NC(=O)C=2C(N(C=CC2)C2=C(C=CC=C2OC)F)=O (S)-N-(4-(2-(aminomethyl)pyrrolidin-1-yl)-1,2-dimethyl-1H-benzo[d]imidazol-5-yl)-1-(2-fluoro-6-methoxyphenyl)-2-oxo-1,2-dihydropyridine-3-carboxamide